FC=1C=CC=2C3=C(C=NC2C1)NC(N3C(C)C)=O 7-fluoro-1-isopropyl-3H-imidazo[4,5-c]quinolin-2-one